BrC=1C=C(C=CC1)C[C@H](C(=O)OC(C)(C)C)[C@H]1CN(CC1)C(=O)OC(C)(C)C tert-butyl (S)-3-((S)-3-(3-bromophenyl)-1-(tert-butoxy)-1-oxopropan-2-yl)pyrrolidine-1-carboxylate